1-methyl-3-phenyl-thiourea CNC(=S)NC1=CC=CC=C1